n-propoxytrichlorosilane C(CC)O[Si](Cl)(Cl)Cl